N1,N1'-1,2-ethanediylbis-1,3-propanediamine C(CNCCCN)NCCCN